4-pentyloxyaniline zinc [Zn].C(CCCC)OC1=CC=C(N)C=C1